NCC1=NC(=NN1C1=CC(=C(C=C1)Cl)F)CO (5-(aminomethyl)-1-(4-chloro-3-fluorophenyl)-1H-1,2,4-triazol-3-yl)methanol